C1=C(C=CC2=CC=CC=C12)N β-Naphthylamine